3-(4-(2-(2-fluoro-5-((4,6,7-trifluoro-1H-indol-5-yl)methyl)phenyl)-1H-imidazol-4-yl)-4-methylchroman-8-yl)propanoic acid FC1=C(C=C(C=C1)CC=1C(=C2C=CNC2=C(C1F)F)F)C=1NC=C(N1)C1(CCOC2=C(C=CC=C12)CCC(=O)O)C